(7R,8aS)-7-[2,3-dichloro-6-(prop-2-en-1-yloxy)phenyl]-hexahydro-1H-pyrrolo[1,2-a]pyrazin-4-one ClC1=C(C(=CC=C1Cl)OCC=C)[C@H]1C[C@@H]2N(C(CNC2)=O)C1